1-(4-(N-(6-(methyl-(5-methyl-6-(thiazolo[5,4-b]pyridin-2-ylamino)pyridazin-3-yl)amino)-3-(5-methyl-1-neopentyl-1H-pyrazol-4-yl)picolinoyl)sulfamoyl)phenyl)piperidine-4-carboxylic acid CN(C1=CC=C(C(=N1)C(=O)NS(=O)(=O)C1=CC=C(C=C1)N1CCC(CC1)C(=O)O)C=1C=NN(C1C)CC(C)(C)C)C=1N=NC(=C(C1)C)NC=1SC2=NC=CC=C2N1